3,4-dimethylpyridazine CC=1N=NC=CC1C